FC(C1=NN(N=C1)C1=C(C=C(C=N1)NC(=O)NC1=C(C=2N(N=C1)C=C(N2)C)[C@H](C)OC)C(F)(F)F)F (S)-N-[6-(4-(difluoromethyl)-2H-1,2,3-triazol-2-yl)-5-(trifluoromethyl)pyridin-3-yl]-N'-(8-(1-methoxyethyl)-2-methylimidazo[1,2-b]pyridazin-7-yl)urea